C(CCCCCCCCCCCCCC)(=O)OCCCCCCCCCCCCCCCC cetyl pentadecanoate